O=C1NC(CCC1N1CC2=CC=C(C=C2C1=O)NS(=O)(=O)C1=CC=C(C=C1)C(C)C)=O N-(2-(2,6-dioxopiperidin-3-yl)-3-oxoisoindolin-5-yl)-4-isopropylbenzenesulfonamide